C(CCCCCCCC)[K] nonyl-Potassium